O1CCN(CC1)C1=NC(=C2N=CN(C2=N1)CC(=O)C1=NC=CC=C1)N1N=C(C=C1)C=1C=C(C=CC1)C 2-(2-morpholino-6-(3-(m-tolyl)-1H-pyrazol-1-yl)-9H-purin-9-yl)-1-(pyridin-2-yl)ethane-1-one